(R)-3-(6-(3-methyl-1H-pyrrolo[2,3-b]pyridin-5-yl)-2-((R)-2-Methylmorpholine-4-carbonyl)-1,2,3,4-tetrahydroisoquinolin-8-yl)morpholine-4-carboxylic acid tert-butyl ester C(C)(C)(C)OC(=O)N1[C@@H](COCC1)C=1C=C(C=C2CCN(CC12)C(=O)N1C[C@H](OCC1)C)C=1C=C2C(=NC1)NC=C2C